2-dimethylmethoxypropane CC(OC(C)C)C